ClC=1C(=CC2=C(C[C@@](O2)([C@H]2NCCC2)C2=CC=CC=C2)C1C1=C(C(=O)N)C=CC(=C1F)OC)F 2-((2S,4S)-5-chloro-6-fluoro-2-phenyl-2-((S)-pyrrolidin-2-yl)-2,3-dihydrobenzofuran-4-yl)-3-fluoro-4-methoxybenzamide